CC1=CC[C@@H](CC1)C(C)(C)O (R)-(+)-α-terpineol